methyl-2-chloro-1-iodo-4-methyl-benzol tert-butyl-(S)-(1-(3-(4-methyl-1H-imidazol-1-yl)-5-(4-phenylpicolinamido)benzyl)piperidin-3-yl)carbamate C(C)(C)(C)N(C(O)=O)[C@@H]1CN(CCC1)CC1=CC(=CC(=C1)NC(C1=NC=CC(=C1)C1=CC=CC=C1)=O)N1C=NC(=C1)C.CC=1C(=C(C=CC1C)I)Cl